CC1(C2=CC=CC=C2C=2C=C(C=CC12)C1=CC=C(C=C1)C1=NC(=NC(=N1)C1=CC=CC=C1)C1=CC=CC=C1)C 2-(4-(9,9-dimethyl-9H-fluoren-3-yl)phenyl)-4,6-diphenyl-1,3,5-triazine